1-(4-(1-fluoro-7-(3-(trifluoromethoxy)phenyl)-3,8,9,10-tetrahydrocyclohepta[e]indazol-6-yl)phenyl)piperidine-4-carbaldehyde FC1=NNC=2C=CC3=C(C12)CCCC(=C3C3=CC=C(C=C3)N3CCC(CC3)C=O)C3=CC(=CC=C3)OC(F)(F)F